ethyl 4-(4-fluorophenyl)-2-methyl-3,5-dioxo-2,3,4,5-tetrahydro-1,2,4-triazine-6-carboxylate FC1=CC=C(C=C1)N1C(N(N=C(C1=O)C(=O)OCC)C)=O